2-amino-3-hydroxy-4-oxobutan NC(C)C(C=O)O